[2-(difluoromethoxy)-6-methoxy-4-[7-[3-(1-piperidyl)propoxy]imidazo[1,2-a]pyridin-3-yl]phenyl]-[3-(difluoromethyl)-3-hydroxy-azetidin-1-yl]methanone FC(OC1=C(C(=CC(=C1)C1=CN=C2N1C=CC(=C2)OCCCN2CCCCC2)OC)C(=O)N2CC(C2)(O)C(F)F)F